C(C)(C)(C)OC(=O)N1N=C(C=2C1=CN=CC2C2=C(C=C(C=C2F)N)F)C=2C=NN(C2)C (4-amino-2,6-difluorophenyl)-3-(1-methyl-1H-pyrazol-4-yl)-1H-pyrazolo[3,4-c]pyridine-1-carboxylic acid tert-butyl ester